C(C)(C)(C)OC(=O)N1[C@]2(CNC[C@@H]1CC2)C2CC2 (1S,5S)-1-cyclopropyl-3,8-diazabicyclo[3.2.1]octane-8-carboxylic acid tert-butyl ester